N1N=NN=C1C1=CC=C(CNC=2C=CC(=C(C(=O)NC3=CC=C(C=C3)C)C2)N2CCCCC2)C=C1 5-((4-(1H-tetrazol-5-yl)benzyl)amino)-2-(piperidin-1-yl)-N-(p-tolyl)benzamide